N1N=NN=C1C=1C=C(C=CC1)NC=1C(C(C1O)=O)=O 3-((3-(1H-tetrazol-5-yl)phenyl)amino)-4-hydroxycyclobut-3-ene-1,2-dione